S1C(=CC=C1)SC1=CC=C(S1)CNC(OC(C)(C)C)=O tert-butyl ((5-(thiophen-2-ylthio)thiophen-2-yl)methyl)carbamate